FC1(CCN(CC1)C(=O)OC(C)(C)C)C=1OC(=CN1)C=1C(=NC=2N(C1)N=CC2C2=C(C(=CC(=C2)C(NC)=O)C)F)N[C@@H]2COCC2 tert-Butyl (S)-4-fluoro-4-(5-(3-(2-fluoro-3-methyl-5-(methylcarbamoyl)phenyl)-5-((tetrahydrofuran-3-yl)amino)pyrazolo[1,5-a]pyrimidin-6-yl)oxazol-2-yl)piperidine-1-carboxylate